NC1=CC=C(OC2=CC(=NC=N2)N)C=C1 6-(4-aminophenoxy)pyrimidine-4-amine